1-(4-ethylbenzyl)-5-hydroxy-N-methyl-2-oxo-2,3-dihydro-1H-benzo[b]azepine-4-carboxamide C(C)C1=CC=C(CN2C3=C(C(=C(CC2=O)C(=O)NC)O)C=CC=C3)C=C1